FC=1C=C(OC2COCCC2)C=C(C1)F 3-(3,5-difluorophenoxy)tetrahydro-2H-pyran